C(C)(=O)N1C(CC2(C(N(C(N2)=O)CCCCCCCCCCCC)=O)CC1(C)C)(C)C 8-acetyl-3-dodecyl-7,7,9,9-tetramethyl-1,3,8-triazaspiro[4.5]decan-2,4-dione